FC(CC(=O)[O-])(F)F 3,3,3-trifluoro-propanoate